2-{4-[(1-methylpiperidin-3-yl)methyl]phthalazin-1-yl}-5-(trifluoromethyl)phenol CN1CC(CCC1)CC1=NN=C(C2=CC=CC=C12)C1=C(C=C(C=C1)C(F)(F)F)O